C12(CC3CC(CC(C1)C3)C2)C=2C=C(C=CC2OCCC(NO)=O)C2=CC=C(C=C2)C=CC(=O)O 3-[3'-Adamantan-1-yl-4'-(2-hydroxycarbamoyl-ethoxy)-biphenyl-4-yl]-acrylic acid